4-(3,3-dimethylpiperazin-1-yl)-5-fluoro-N-(7-fluoro-2-methylimidazo[1,2-a]pyridin-6-yl)-2,3-dihydro-1H-pyrrolo[2,3-b]pyridine-1-carboxamide 2,2,2-trifluoroacetate FC(C(=O)O)(F)F.CC1(CN(CCN1)C1=C2C(=NC=C1F)N(CC2)C(=O)NC=2C(=CC=1N(C2)C=C(N1)C)F)C